ClC1=C(N=C2N1C(=C(C=C2)OC2=NC=C(C=C2OCC(F)(F)F)F)Cl)C(=O)OCC ethyl 3,5-dichloro-6-((5-fluoro-3-(2,2,2-trifluoroethoxy)pyridin-2-yl)oxy)imidazo[1,2-a]pyridine-2-carboxylate